ethyl 2-{4-bromo-3-[(2R,6S)-2,6-dimethylmorpholin-4-yl]indazol-1-yl}acetate BrC1=C2C(=NN(C2=CC=C1)CC(=O)OCC)N1C[C@H](O[C@H](C1)C)C